4,5-bis(diphenylphosphino)-9,9-dimethyl-xanthene palladium dichloride [Pd](Cl)Cl.C1(=CC=CC=C1)P(C1=CC=CC=2C(C3=CC=CC(=C3OC12)P(C1=CC=CC=C1)C1=CC=CC=C1)(C)C)C1=CC=CC=C1